6-bromo-7-fluoro-2,5-dimethyl-4,5-dihydro-[1,2,4]triazolo[1,5-a]quinoxaline BrC1=C2N(CC=3N(C2=CC=C1F)N=C(N3)C)C